1-methyl-3-propylpiperidinium triflate [O-]S(=O)(=O)C(F)(F)F.C[NH+]1CC(CCC1)CCC